NC=1N=NC(=CC1N1C[C@@H]2CC[C@H](C1)N2C=2C=C(C=CC2)C=C2CCN(CC2)C(=O)OCC2=CC=CC=C2)C2=C(C=CC=C2)O benzyl 4-[[3-[(1S,5R)-3-[3-amino-6-(2-hydroxyphenyl)pyridazin-4-yl]-3,8-diazabicyclo[3.2.1]octan-8-yl]phenyl]methylene]piperidine-1-carboxylate